bis-2-picolyl-amine N1=C(C=CC=C1)CNCC1=NC=CC=C1